NC1=C(C(=NN1C1CC(C1)C=O)C1=CC=C2C=CC(=NC2=C1)C1=CC=CC=C1)C#N 5-amino-1-((1r,3r)-3-formylcyclobutyl)-3-(2-phenylquinolin-7-yl)-1H-pyrazole-4-carbonitrile